4'-(trifluoromethyl)-[1,1'-biphenyl] FC(C1=CC=C(C=C1)C1=CC=CC=C1)(F)F